NC=1SC=CC1C(=O)NCC=1C=NN(C1)CCOC 2-amino-N-((1-(2-methoxyethyl)-1H-pyrazole-4-yl)methyl)thiophene-3-carboxamide